(9-(1-(3-Chlorophenyl)-1H-pyrazol-4-yl)-6-hydroxy-[1,2,4]triazolo[5,1-a]isoquinoline-5-carbonyl)glycine ClC=1C=C(C=CC1)N1N=CC(=C1)C1=CC=C2C(=C(N3C(C2=C1)=NC=N3)C(=O)NCC(=O)O)O